O[C@@H](C(=O)N1CCN(CC1)C1=CC=C(C=N1)C1=CC(=CC=2N1C(=CN2)C#N)C=2C=NN(C2)C)C2=CC=CC=C2 (R)-5-(6-(4-(2-hydroxy-2-phenylacetyl)piperazin-1-yl)pyridin-3-yl)-7-(1-methyl-1H-pyrazol-4-yl)imidazo[1,2-a]pyridine-3-carbonitrile